ethyl 3-(6-(4-((5-cyclopropyl-3-(2,6-dichlorophenyl)isoxazol-4-yl)methoxy)piperidin-1-yl)pyridin-3-yl)propiolate C1(CC1)C1=C(C(=NO1)C1=C(C=CC=C1Cl)Cl)COC1CCN(CC1)C1=CC=C(C=N1)C#CC(=O)OCC